(1-(2-(4-((3,4-dichlorobenzyl)oxy)-3,5-dimethylphenyl)propan-2-yl)azetidin-3-yl)methanol ClC=1C=C(COC2=C(C=C(C=C2C)C(C)(C)N2CC(C2)CO)C)C=CC1Cl